O=C1N(CC2=CC(=CC=C12)O[C@@H]1[C@@H](CCCC1)N1CC(C1)C1=NC=CN=C1)C1C(NC(CC1)=O)=O 3-(1-oxo-5-(((1S,2R)-2-(3-(pyrazin-2-yl)azetidin-1-yl)-cyclohexyl)oxy)isoindolin-2-yl)piperidine-2,6-dione